(R)-4-(5-cyclopropyl-1,3,4-oxadiazol-2-yl)-N-(8-methylisoquinolin-1-yl)-N-(piperidin-3-yl)benzamide C1(CC1)C1=NN=C(O1)C1=CC=C(C(=O)N([C@H]2CNCCC2)C2=NC=CC3=CC=CC(=C23)C)C=C1